tert-butyl (1R,3s,5S)-3-((4-(ethoxycarbonyl)-5-fluoro-6-((5-methyl-1H-pyrazol-3-yl)amino)pyrimidin-2-yl)(methyl)amino)-9-azabicyclo[3.3.1]nonane-9-carboxylate C(C)OC(=O)C1=NC(=NC(=C1F)NC1=NNC(=C1)C)N(C1C[C@H]2CCC[C@@H](C1)N2C(=O)OC(C)(C)C)C